N1(C=NC=C1)C1=CC=C(CN(C2=CC(=NC=C2)CN(C)C)CC2=CC(=CC=C2)OC)C=C1 N-(4-(1H-imidazol-1-yl)benzyl)-2-((dimethylamino)methyl)-N-(3-methoxybenzyl)pyridin-4-amine